FC1=CC=C(C=C1)[C@@H](C)NC1=CN=C(N=N1)C=1C=NC=C(C1)CC(F)(F)F (R)-N-(1-(4-fluorophenyl)ethyl)-3-(5-(2,2,2-trifluoroethyl)pyridin-3-yl)-1,2,4-triazin-6-amine